7-aminonaphthalene NC1=CC=C2C=CC=CC2=C1